C(C1=CC=CC=C1)N1CC2C3CNC(C(C31)CC(C)C)(C2)C(=O)NCC(C)C 1-benzyl-N,7-diisobutyloctahydro-6H-3,6-methanopyrrolo[3,2-c]pyridine-6-carboxamide